COC1=C(C=CC=C1)C=1N=CNC1C1=C(C=CC=C1)OC 4,5-di(methoxyphenyl)imidazole